6-chloro-4-((2S,5S)-5-(methoxymethyl)-2-methyl-4-(1-(4-(trifluoromethyl)phenyl)propyl)piperazin-1-yl)-1-methylpyrido[3,2-d]pyrimidin-2(1H)-one ClC=1C=CC=2N(C(N=C(C2N1)N1[C@H](CN([C@@H](C1)COC)C(CC)C1=CC=C(C=C1)C(F)(F)F)C)=O)C